2-trimethylsilylethyl N-[(3R,4R)-4-fluoropyrrolidin-3-yl]carbamate F[C@H]1[C@@H](CNC1)NC(OCC[Si](C)(C)C)=O